tert-butyl 5-bromo-1H-pyrrolo[2,3-c]pyridine-1-carboxylate BrC=1C=C2C(=CN1)N(C=C2)C(=O)OC(C)(C)C